CN1C(N(CC=2C1=NC(=NC2)NC2=CC=C(C=C2)N2CCN(CC2)C)[C@H]2C[C@@H](N(C2)C(C=C)=O)C(=O)O)=O (2R,4S)-4-[1-methyl-7-[4-(4-methylpiperazin-1-yl)anilino]-2-oxo-4H-pyrimido[4,5-d]pyrimidin-3-yl]-1-prop-2-enoyl-pyrrolidine-2-carboxylic acid